C(C1=CC=CC=C1)N1C=CC=C1[N+](=O)[O-] 1-benzyl-5-nitropyrrol